(S)-methyl 2-(3-chloro-5-cyclopropyl-6-oxopyridazin-1(6H)-yl)-4-methylpentanoate ClC1=NN(C(C(=C1)C1CC1)=O)[C@H](C(=O)OC)CC(C)C